COC(=O)C12CCC(CC1)(CC2)C#N 4-Cyanobicyclo[2.2.2]octane-1-carboxylic acid methyl ester